C(C)(C)(C)OC(NC1=CC(=CC(=C1)F)COCC1=CC(=C(C(=C1)C1=NN(C=N1)C)OC)N)=O (3-(((3-Amino-4-methoxy-5-(1-methyl-1H-1,2,4-triazol-3-yl)benzyl)oxy)methyl)-5-fluorophenyl)carbamic acid tert-butyl ester